(E)-1-((3R,8R,9S,10S,13S,14S,17S)-3-hydroxy-10,13-dimethylhexadecahydro-1H-cyclopenta[a]phenanthren-17-yl)ethan-1-one O-(methyl-(2-(methylamino)ethyl)carbamoyl)oxime trifluoroacetate FC(C(=O)O)(F)F.CN(C(=O)O\N=C(/C)\[C@H]1CC[C@H]2[C@@H]3CCC4C[C@@H](CC[C@@]4([C@H]3CC[C@]12C)C)O)CCNC